C(\C=C\C(=O)O)(=O)O.C(\C=C\C(=O)O)(=O)O.ClC1=CC(=C(CCN2C[C@@H](CC2)CN)C=C1Cl)OCC (S)-(1-(4,5-dichloro-2-ethoxyphenethyl)pyrrolidin-3-yl)methanamine difumarate